5-FLUORO-6-HYDROXYPICOLINALDEHYDE FC=1C=CC(=NC1O)C=O